C(C)(C)C1=CC=C(C=C1)NC(=O)C1=C(C(=O)O)C=CC=C1 2-((4-isopropylphenyl)carbamoyl)benzoic acid